NCC=1C=NC(=NC1)C1=C(C=C(C#N)C=C1)OC1=NOC(=C1)C 4-[5-(aminomethyl)pyrimidin-2-yl]-3-[(5-methyl-1,2-oxazol-3-yl)oxy]benzonitrile